The molecule is an amino disaccharide consisting of beta-L-fucopyranose and 2-acetamido-2-deoxy-beta-D-glucopyranose residues joined in sequence by a (1->6) glycosidic bond. It is an amino disaccharide, a member of acetamides and a glycosylglucose derivative. It derives from a beta-L-fucose and a N-acetyl-beta-D-glucosamine. C[C@H]1[C@H]([C@H]([C@@H]([C@H](O1)OC[C@@H]2[C@H]([C@@H]([C@H]([C@@H](O2)O)NC(=O)C)O)O)O)O)O